C1(CC1)S(=O)(=O)NC1=NC=CC(=N1)C(C(=O)NC1=C(C=C(C=C1)C=1C=NC=CC1)F)(C)C 2-(2-(cyclopropanesulfonylamino)pyrimidin-4-yl)-N-(2-fluoro-4-(pyridin-3-yl)phenyl)-2-methylpropanamide